Cl.C(#N)C1=CC=C(C=C1)NC(=N)N N-(4-cyanophenyl)guanidine hydrochloride